C(C)OC1=C(C=C(C=C1)C=1SC=CC1)NC1=NC=NC2=CC(=C(C=C12)OC1CN(C1)C(C=C)=O)OC 1-(3-((4-((2-ethoxy-5-(thiophen-2-yl)phenyl)amino)-7-methoxy-quinazolin-6-yl)oxy)azetidin-1-yl)prop-2-en-1-one